C(#N)C=1C=C(C=CC1C#N)NC(=O)[C@@H]1O[C@]([C@H]([C@H]1C1=C(C(=C(C=C1)F)F)OC)C)(C(F)(F)F)C (2R,3S,4S,5R)-N-(3,4-dicyanophenyl)-3-(3,4-difluoro-2-methoxyphenyl)-4,5-dimethyl-5-(Trifluoromethyl)tetrahydrofuran-2-carboxamide